(E)-N-(4-(1-(6-(4-(5-((2-(2,6-dioxopiperidin-3-yl)-1,3-dioxoisoindolin-4-yl)thio)pentyl)piperazin-1-yl)pyridazine-3-carbonyl)piperidin-4-yl)butyl)-3-(pyridin-3-yl)acrylamide O=C1NC(CCC1N1C(C2=CC=CC(=C2C1=O)SCCCCCN1CCN(CC1)C1=CC=C(N=N1)C(=O)N1CCC(CC1)CCCCNC(\C=C\C=1C=NC=CC1)=O)=O)=O